perfluoro t-butyl-methyl ether C(C)(C)(C)COF